5-cyclopentyl-1H-tetrazole C1(CCCC1)C1=NN=NN1